O[C@H]1[C@@H]2CN([C@H](C1)C2)C(=O)[O-] (1S,4S,5R)-5-hydroxy-2-azabicyclo[2.2.1]Heptane-2-carboxylate